C(C)(C)(C)N(C(=O)OC1CCN(CC1)C1=CC(=CC=C1)Br)C1(CC1)C1=C(C=CC=C1)OCC1=CC=CC=C1 1-(3-bromophenyl)piperidin-4-ol t-butyl-(1-(2-(benzyloxy)phenyl)cyclopropyl)carbamate